(2-amino-5,6,7,8-tetrahydro-4H-cyclohepta[b]thiophen-3-yl)(2,6-difluorophenyl)-methanone NC1=C(C2=C(S1)CCCCC2)C(=O)C2=C(C=CC=C2F)F